BrC1=C(C=C(NC1=O)C(=O)OC)F methyl 5-bromo-4-fluoro-6-oxo-1,6-dihydropyridine-2-carboxylate